N1=CN=CC(=C1)C=1NC2=CC=CC=C2C1 2-(pyrimidin-5-yl)-1H-indole